(S)-2-amino-3-(4-ethoxyphenyl)propanoic acid N[C@H](C(=O)O)CC1=CC=C(C=C1)OCC